N(=[N+]=[N-])CCC(C(=O)OC)(C(=O)OC)C[C@H]1CN(C2=C(O1)C=CC(=C2)Br)S(=O)(=O)C2=CC(=CC=C2)C(F)(F)F dimethyl (S)-2-(2-azidoethyl)-2-((6-bromo-4-((3-(trifluoromethyl)phenyl)sulfonyl)-3,4-dihydro-2H-benzo[b][1,4]oxazin-2-yl)methyl)malonate